3-(1H-indol-7-yl)cyclobutyl (4-nitrophenyl) carbonate C(OC1CC(C1)C=1C=CC=C2C=CNC12)(OC1=CC=C(C=C1)[N+](=O)[O-])=O